[Cl-].[NH4+] ammonium chloride salt